((2R,3S,4R,5R)-5-(4-(((acetoxymethoxy)carbonyl)amino)pyrrolo[2,1-f][1,2,4]triazin-7-yl)-5-cyano-3,4-dihydroxytetrahydrofuran-2-yl)methyl 2-(1-aminocyclohexyl)acetate NC1(CCCCC1)CC(=O)OC[C@H]1O[C@@]([C@@H]([C@@H]1O)O)(C#N)C1=CC=C2C(=NC=NN21)NC(=O)OCOC(C)=O